NC1=NC=C(C=N1)C=1N=C(C=2N(C1)C=C(N2)CN2CCN(CC2)C(=O)C2=CC=C(C=C2)C=2C=C1CC[C@@H](N(C1=CC2)C(C)=O)C)N2CCOCC2 (S)-1-(6-(4-(4-((6-(2-Aminopyrimidin-5-yl)-8-morpholinoimidazo[1,2-a]pyrazin-2-yl)methyl)piperazine-1-carbonyl)phenyl)-2-methyl-3,4-dihydroquinolin-1(2H)-yl)ethan-1-one